CC(C(C(=O)C1=CC=CC=C1)=O)CC methyl-ethyl-phenyl-1,2-propanedione